[F-].FC(F)(F)S(=O)[O-] trifluoromethylsulfinate fluoride